N,N'-(propane-1,3-diyl)bis(4-methylpentan-2-imine) C(CCN=C(C)CC(C)C)N=C(C)CC(C)C